COCC1=C2C(=NC=C1)C1(OCC2)COCC1 4'-(Methoxymethyl)-4,5,5',6'-Tetrahydro-2H-Spiro[Furan-3,8'-Pyrano[3,4-b]Pyridine]